tert-butyl 3-(((2-oxo-2H-chromen-7-yl)oxy)methyl)azetidine-1-carboxylate O=C1OC2=CC(=CC=C2C=C1)OCC1CN(C1)C(=O)OC(C)(C)C